2-(2-(4-amino-7-fluoro-9H-pyrimido[4,5-b]indol-9-yl)acetyl)-N-(6-bromopyridin-2-yl)-2-azabicyclo[3.1.0]hexane-3-carboxamide NC1=NC=NC=2N(C3=CC(=CC=C3C21)F)CC(=O)N2C1CC1CC2C(=O)NC2=NC(=CC=C2)Br